(5-(4-fluoro-6-(4-hydroxy-4-methylpiperidin-1-yl)-1H-benzo[d]imidazol-2-yl)-1H-pyrrol-3-yl)(2-(trifluoromethyl)phenyl)methanone FC1=CC(=CC=2NC(=NC21)C2=CC(=CN2)C(=O)C2=C(C=CC=C2)C(F)(F)F)N2CCC(CC2)(C)O